OCCC1=C(OC[C@](CNC2CCN(CC2)CC2=CC=C(C=C2)Cl)(O)C)C=CC=C1 (2S)-1-[2-(hydroxyethyl)phenoxy]-2-methyl-3-[(1-[4-chlorobenzyl]-4-piperidinyl)amino]propan-2-ol